carboxyl perfluoro ether FOC(=O)O